Glyceryl-Glucose C(C(O)CO)C(=O)[C@H](O)[C@@H](O)[C@H](O)[C@H](O)CO